1,3-dimethyl-hexahydropyrimid-2-one CN1C(N(CCC1)C)=O